3,9-diaminoperylene-4,10-dicarboxylic acid NC=1C=CC=2C3=CC=C(C=4C(=CC=C(C5=CC=C(C1C52)C(=O)O)C43)N)C(=O)O